(R)-7-((5-(2-(2-hydroxy-propan-2-yl)morpholino)pyridin-2-yl)amino)-4-(7-methyl-imidazo[1,2-a]pyrimidin-3-yl)isoindolin-1-one OC(C)(C)[C@@H]1OCCN(C1)C=1C=CC(=NC1)NC=1C=CC(=C2CNC(C12)=O)C1=CN=C2N1C=CC(=N2)C